6-(4-(4-cyclobutylpiperazine-1-carbonyl)phenyl)-7-((5-methoxy-7-methyl-1H-indol-4-yl)methyl)-7-azaspiro[3.5]nonane-2-carbonitrile C1(CCC1)N1CCN(CC1)C(=O)C1=CC=C(C=C1)C1CC2(CC(C2)C#N)CCN1CC1=C2C=CNC2=C(C=C1OC)C